1-(4-bromophenyl)-1-ethanone BrC1=CC=C(C=C1)C(C)=O